1-(((3S)-1-((3-((4-chlorobenzyl)oxy)-1-azetidinyl)sulfonyl)-3-piperidinyl)carbonyl)-N-(4-(trifluoromethyl)benzyl)-D-prolinamide ClC1=CC=C(COC2CN(C2)S(=O)(=O)N2C[C@H](CCC2)C(=O)N2[C@H](CCC2)C(=O)NCC2=CC=C(C=C2)C(F)(F)F)C=C1